N-[2-[4-[3-(1,3-dimethylpyrazolo[3,4-b]pyridin-6-yl)-1,2,4-oxadiazol-5-yl]-1-piperidyl]-2-oxo-ethyl]benzamide CN1N=C(C=2C1=NC(=CC2)C2=NOC(=N2)C2CCN(CC2)C(CNC(C2=CC=CC=C2)=O)=O)C